CN(CCCCCCN(C)C)C N,N,N',N'-tetramethyl-hexylenediamine